2-[4-(1,1'-Dimethyl-6,2'-dioxo-1,6,1',2'-tetrahydro-[4,4']bipyridinyl-3-yl)-pyrazol-1-yl]-6-fluoro-benzonitrile CN1C=C(C(=CC1=O)C1=CC(N(C=C1)C)=O)C=1C=NN(C1)C1=C(C#N)C(=CC=C1)F